[N+](=O)([O-])C1=CC=2C(=NSN2)C=C1[N+](=O)[O-] 5,6-dinitrobenzo[c][1,2,5]Thiadiazole